C(N)(=N)N[C@@H](CS)C(=O)O amidinocysteine